2-Methoxy-3-isopropylpyrazin COC1=NC=CN=C1C(C)C